4-methyl-3-methylsulfonylbenzoic acid CC1=C(C=C(C(=O)O)C=C1)S(=O)(=O)C